pentyltrityl-ammonium bromide [Br-].C(CCCC)[NH2+]C(C1=CC=CC=C1)(C1=CC=CC=C1)C1=CC=CC=C1